1-tetrahydropyran-4-yl-ethanone hydrazone O1CCC(CC1)C(C)=NN